OCCN(C1=CC=C(C=C1)C=CC(=O)C1=CC=C(C=C1)[N+](=O)[O-])C 3-[4-[2-Hydroxyethyl(methyl)amino]phenyl]-1-(4-nitrophenyl)prop-2-en-1-one